C(S)(S)=S.CC(C(=O)O)C (2-methylpropanoic acid) trithiocarbonate